stearoyl-(4-methoxybenzoyl)methane C(CCCCCCCCCCCCCCCCC)(=O)CC(C1=CC=C(C=C1)OC)=O